C(C)(C)(C)[C@]1(COCC2=C1NC(C1=C2C=C(S1)C=1C(=NNC1)F)=O)O (S)-4-(tert-butyl)-8-(3-fluoro-1H-pyrazol-4-yl)-4-hydroxy-1,3,4,5-tetrahydro-6H-pyrano[4,3-b]Thieno[3,2-d]Pyridin-6-one